(4-(N,N-bis(4-methoxybenzyl)sulfamoyl)-1-(4-fluorophenyl)-1H-indazol-6-yl)carbamic acid tert-butyl ester C(C)(C)(C)OC(NC1=CC(=C2C=NN(C2=C1)C1=CC=C(C=C1)F)S(N(CC1=CC=C(C=C1)OC)CC1=CC=C(C=C1)OC)(=O)=O)=O